N-(3-cyanophenyl)-N-{4-[2-(2,6-dichlorophenyl)acetamido]pyridin-2-yl}acetamide C(#N)C=1C=C(C=CC1)N(C(C)=O)C1=NC=CC(=C1)NC(CC1=C(C=CC=C1Cl)Cl)=O